N-octadecenyl-2-(3,4,5-tri-(t-butylcarbonyloxy)-phenyl)-3,5,7-tri-(t-butylcarbonyloxy)-quinolin-4-one C(=CCCCCCCCCCCCCCCCC)N1C(=C(C(C2=C(C=C(C=C12)OC(=O)C(C)(C)C)OC(=O)C(C)(C)C)=O)OC(=O)C(C)(C)C)C1=CC(=C(C(=C1)OC(=O)C(C)(C)C)OC(=O)C(C)(C)C)OC(=O)C(C)(C)C